C(C)(C)(C)OC(C[C@H](C(=O)O)CC1=NC(=CC=C1)C)=O (R)-4-(tert-butoxy)-2-((6-methylpyridin-2-yl)methyl)-4-oxobutanoic acid